6-Chloro-3-[[(1R)-1-[3,6-dimethyl-4-oxo-2-[3-(trifluoromethyl)-1-bicyclo[1.1.1]pentanyl]chromen-8-yl]ethyl]amino]pyridine-2-sulfonamide ClC1=CC=C(C(=N1)S(=O)(=O)N)N[C@H](C)C=1C=C(C=C2C(C(=C(OC12)C12CC(C1)(C2)C(F)(F)F)C)=O)C